N-((2R,3S)-2-((((CIS)-4-phenylcyclohexyl)oxy)methyl)-1-(pyridin-2-yl)pyrrolidin-3-yl)methanesulfonamide C1(=CC=CC=C1)[C@H]1CC[C@H](CC1)OC[C@@H]1N(CC[C@@H]1NS(=O)(=O)C)C1=NC=CC=C1